(S)-2-phenylpiperidine C1(=CC=CC=C1)[C@H]1NCCCC1